Natrium hydrogencarbonat C(O)([O-])=O.[Na+]